O(C)C1(C(C(=C(C=C1)OC)OC)OC)N=C=S 1,2,3,4-tetramethoxyl-phenyl isothiocyanate